2-methoxy-1,3,5-trimethyl-4-nitrobenzene COC1=C(C=C(C(=C1C)[N+](=O)[O-])C)C